FC1(CC(C1)COCC1CN(CCC1)C1CCN(CC1)C=1SC(=CN1)C(=O)NCC1=NC=C(C=C1F)F)F 2-(3-{[(3,3-difluorocyclobutyl)methoxy]methyl}[1,4'-bipiperidin]-1'-yl)-N-[(3,5-difluoropyridin-2-yl)methyl]-1,3-thiazole-5-carboxamide